C(C=C)C1C(OCC1)=O 3-allyl-dihydrofuran-2(3H)-one